N1C=CC2=CC=C(C=C12)C=1C2=C(NN1)C1=C(C2)SC(=C1)C=1C=NC(=CC1)OC 3-(1H-indol-6-yl)-6-(6-methoxypyridin-3-yl)-1,4-dihydrothieno[2',3':4,5]cyclopenta[1,2-c]pyrazole